tert-Butyl (3-bromo-1-(tetrahydro-2H-pyran-2-yl)-1H-pyrazol-5-yl)carbamate BrC1=NN(C(=C1)NC(OC(C)(C)C)=O)C1OCCCC1